(2-hydroxypropionic acid) diammonium [NH4+].[NH4+].OC(C(=O)O)C